1,2-dioxane O1OCCCC1